9-chloro-4-(naphthalen-1-yl)-2-phenyl-1,10-phenanthroline ClC=1C=CC2=CC=C3C(=CC(=NC3=C2N1)C1=CC=CC=C1)C1=CC=CC2=CC=CC=C12